CC=1C=C(C=NNC2=C3N=CN(C3=NC(=N2)N2CCOCC2)C2CCN(CC2)C(=O)C2=CC=CC=C2)C=CC1 (4-(6-(2-(3-methylbenzylidene)hydrazinyl)-2-morpholino-9H-purin-9-yl)piperidin-1-yl)(phenyl)methanone